C(C)OC(=O)N1CC2(C1)CN(CC2)C2CCC1(C(NC3=CC=CC=C13)=O)CC2 6-(2'-oxo-1',2'-dihydrospiro[cyclohexane-1,3'-indol]-4-yl)-2,6-diazaspiro[3.4]octane-2-carboxylic acid ethyl ester